ClC=1C2=C(N=C(N1)C)C=NC(=C2)N2[C@H]1CN([C@@H](C2)CC1)C (1R,4R)-2-(4-chloro-2-methylpyrido[3,4-d]pyrimidin-6-yl)-5-methyl-2,5-diazabicyclo[2.2.2]octane